5-bromo-3-methyl-1H-indole BrC=1C=C2C(=CNC2=CC1)C